CC1=NC(=NC=2N([C@H](C(NC12)=O)C)C)N[C@@H]1C[C@H](C1)SC1=CC(=C(C(=C1)F)F)F (7S)-4,7,8-trimethyl-2-((trans-3-((3,4,5-trifluorophenyl)thio)-cyclobutyl)amino)-7,8-dihydropteridin-6(5H)-one